(E)-2-chloro-5-(3-methoxy-3-oxoprop-1-en-1-yl)isonicotinic acid methyl ester COC(C1=CC(=NC=C1\C=C\C(=O)OC)Cl)=O